C(C)(C)(C)OC(=O)N1CC(C1)N(CC=1C=NC(=CC1)OC)CCC(=O)OCC 3-((3-ethoxy-3-oxopropyl)((6-methoxypyridin-3-yl)methyl)amino)azetidine-1-carboxylic acid tert-butyl ester